CC12CC3(CC(CC(C1)(C3)C)C2)O 3,5-Dimethyl-1-adamantanol